5-[(3S)-3-(benzylamino)-5-fluoro-7-hydroxy-3,4-dihydro-2H-1-benzothiopyran-6-yl]-1λ6,2,5-thiadiazolidine-1,1,3-trione C(C1=CC=CC=C1)N[C@@H]1CSC2=C(C1)C(=C(C(=C2)O)N2CC(NS2(=O)=O)=O)F